methyl 4-benzyloxy-2-[2-[tert-butyl(dimethyl)silyl]oxyethyl]-5-methyl-pyrazole-3-carboxylate C(C1=CC=CC=C1)OC1=C(N(N=C1C)CCO[Si](C)(C)C(C)(C)C)C(=O)OC